OC(CN(C(=O)C1=CC=C(C=C1)B(O)O)C)(C)C 4-((2-hydroxy-2-methylpropyl)(methyl)carbamoyl)phenylboronic Acid